bis-Boc-triazaheptane C(=O)(OC(C)(C)C)N(NNCCCC)C(=O)OC(C)(C)C